2,4-dichloro-6-(dibenzo[b,d]furan-2-yl)-1,3,5-triazine ClC1=NC(=NC(=N1)Cl)C1=CC2=C(OC3=C2C=CC=C3)C=C1